C(CCC)OC(C(C(=O)OCCCC)(CCCC)CC1=CC=CC=C1)=O benzyl-n-butyl-malonic acid dibutyl ester